NC[C@H]1N(C[C@@H](N(C1)C(=O)OC(C)(C)C)C)C(C1=CC=C(C=C1)F)C1=CC=C(C=C1)F tert-butyl (2S,5R)-5-(aminomethyl)-4-(bis(4-fluorophenyl) methyl)-2-methylpiperazine-1-carboxylate